O=C1N(C(C2C3C=CC(C12)C3)=O)C3=CC=C(C(=O)NC=1C=CC=C2C=CC=NC12)C=C3 4-(1,3,3a,4,7,7a-Hexahydro-1,3-dioxo-4,7-methano-2H-isoindol-2-yl)-N-8-Chinolinyl-benzamid